5-(6-methoxy-8-benzyl-9H-purin-9-yl)-N-hydroxypentanamide COC1=C2N=C(N(C2=NC=N1)CCCCC(=O)NO)CC1=CC=CC=C1